BrC1=CC2=CC=CC(=C2C=C1)Br 2,5-dibromonaphthalene